CC=1SC=C(C1)NC(=O)OC1=CC=CC=C1 methyl-4-((phenoxycarbonyl)amino)thiophene